CC1=C(C=C(C=C1)NC(C1=CC(=NC=C1)C(F)(F)F)=O)C=1C=NC(=C(C1)N1CCOCC1)C#CC1CN(CC1)C N-(4-methyl-3-(6-((1-methylpyrrolidin-3-yl)ethynyl)-5-morpholinopyridin-3-yl)phenyl)-2-(trifluoromethyl)isonicotinamide